FC=1C=C(C(=NC1)OC([2H])([2H])[2H])C1=CC=2C(=CN=CC2)N1C([2H])([2H])[2H] 2-(5-fluoro-2-(methoxy-d3)pyridin-3-yl)-1-(methyl-d3)-1H-pyrrolo[2,3-c]pyridin